FC1=CC=C(C=C1)C(C(=O)NC1=NC=CC(=C1)C1=C(C=2C(N(C=CC2N1)C)=O)C1=CC=C(C=C1)F)C (-)-2-(4-fluorophenyl)-N-{4-[3-(4-fluorophenyl)-5-methyl-4-oxo-4,5-dihydro-1H-pyrrolo[3,2-c]pyridin-2-yl]pyridin-2-yl}propanamide